C(C)(C)(C)C=1N(C=CN1)CC1=C(C=C(C=C1)C=1C(=CC=C(C1)CC(C)C)S(=O)(=O)NC=1C(=NC=NC1)OC)F 4'-((2-(tert-Butyl)-1H-imidazol-1-yl)methyl)-3'-fluoro-5-isobutyl-N-(4-methoxypyrimidin-5-yl)-[1,1'-biphenyl]-2-sulfonamide